6-chloro-N-(2-chlorobenzyl)-5-nitropyrimidin-4-amine ClC1=C(C(=NC=N1)NCC1=C(C=CC=C1)Cl)[N+](=O)[O-]